4-((4-(benzyloxy)-2,3,6-trimethylbenzoyl)oxy)-2,3,5,6-tetramethylbenzenesulfonic acid C(C1=CC=CC=C1)OC1=C(C(=C(C(=O)OC2=C(C(=C(C(=C2C)C)S(=O)(=O)O)C)C)C(=C1)C)C)C